CC(CC(=O)OCC)CC(C)(C)C ETHYL 3,5,5-TRIMETHYLHEXANOATE